6-{[2-(1-methylpyrazol-4-yl)-4-pyridyl]oxy}-3-(2-morpholinoethyl)quinazolin-4-one CN1N=CC(=C1)C1=NC=CC(=C1)OC=1C=C2C(N(C=NC2=CC1)CCN1CCOCC1)=O